OC(C)CCC(CCCC)CC(C1=CC=CC=C1)=NO 2-Hydroxy-5-nonylacetophenon oxime